ClC1=CC=C(C=C1)C1NC(OC1)=O 4-(4-chlorophenyl)-oxazolidin-2-one